BrC1=CC2=C(N(C(N2C2CCC3=C(C=CC=C23)C(F)(F)F)=O)C2=CC3=C(N(C(O3)=O)C)C=C2)C=C1 6-(5-bromo-2-oxo-3-(4-(trifluoromethyl)-2,3-dihydro-1H-inden-1-yl)-2,3-dihydro-1H-Benzo[d]imidazol-1-yl)-3-methylbenzo[d]oxazol-2(3H)-one